BrC1=CC=C2CC3(CCN(CC3)C(=O)OC(C)(C)C)COC2=C1C(=O)OC 1'-(tert-butyl) 8-methyl 7-bromospiro[chroman-3,4'-piperidine]-1',8-dicarboxylate